C(=CCC)C1OC(=O)C2=CC=CC=C12 Butenyl-phthalide